O.CC1=CC=C(C=C1)S(=O)(=O)O 4-methylbenzene-1-sulfonic acid hydrate